N-[3-[4-(2-bromoethyl)phenyl]propyl]-5-[[2,4-dichloro-5-(2-pyridyl)benzoyl]amino]-1-phenyl-pyrazole-3-carboxamide BrCCC1=CC=C(C=C1)CCCNC(=O)C1=NN(C(=C1)NC(C1=C(C=C(C(=C1)C1=NC=CC=C1)Cl)Cl)=O)C1=CC=CC=C1